4-tert-butylphenyl-iodonium hexafluorophosphate F[P-](F)(F)(F)(F)F.C(C)(C)(C)C1=CC=C(C=C1)[IH+]